4,4'-bis(3-nitrophenoxy)biphenyl methyl-2-(7-bromo-4-(1-ethoxyvinyl)-1-oxophthalazin-2(1H)-yl)acetate COC(CN1C(C2=CC(=CC=C2C(=N1)C(=C)OCC)Br)=O)=O.[N+](=O)([O-])C=1C=C(OC2=CC=C(C=C2)C2=CC=C(C=C2)OC2=CC(=CC=C2)[N+](=O)[O-])C=CC1